10,10-dimethyl-4-(5-methylpyridin-3-yl)-9-oxo-1-oxa-4-azaspiro[5.5]undecane-8-carbonitrile CC1(C(C(CC2(CN(CCO2)C=2C=NC=C(C2)C)C1)C#N)=O)C